N,N-dimethyl-2-mercaptoethyl-ammonium chloride [Cl-].C[NH+](C)CCS